4-(dimethylamino)-1-(4-fluorophenyl)-1-hydroxybutane CN(CCCC(O)C1=CC=C(C=C1)F)C